N-(3-methanesulfonylpyridin-4-yl)pyridine-3-carboxamide CS(=O)(=O)C=1C=NC=CC1NC(=O)C=1C=NC=CC1